7-Bromo-5-(4-fluorophenyl)-1,3,4,5-tetrahydro-4-(2-iodobenzoyl)-2H-1,4-benzodiazepin-2-one BrC=1C=CC2=C(C(N(CC(N2)=O)C(C2=C(C=CC=C2)I)=O)C2=CC=C(C=C2)F)C1